2,2-disec-butoxyacetophenone C(C)(CC)OC(C(=O)C1=CC=CC=C1)OC(C)CC